4-difluoromethyl-2-methyl-N-(7-trifluoromethoxy-1,1,3-trimethyl-4-indanyl)-5-thiazolecarboxamide FC(C=1N=C(SC1C(=O)NC1=C2C(CC(C2=C(C=C1)OC(F)(F)F)(C)C)C)C)F